C(C)(C)(C)C1=CC=C(C=C1)N(C(=O)C1=CN=CN1)C(C(=O)NC1CCCCC1)C=1C(=NC=CC1)C#N N-(4-tert-butylphenyl)-N-[1-(2-cyano-3-pyridyl)-2-(cyclohexylamino)-2-oxo-ethyl]-1H-imidazole-5-carboxamide